CC1(CCCCC1)OC(C=C)=O acrylic acid methylcyclohexyl ester